4-((3',5'-dimethoxy-4'-methyl-2-((tetrahydrofuran-3-yl)ethynyl)-[1,1'-biphenyl]-4-yl)amino)tetrahydro-2H-pyran-4-carboxylic acid COC=1C=C(C=C(C1C)OC)C1=C(C=C(C=C1)NC1(CCOCC1)C(=O)O)C#CC1COCC1